(1R,2S)-5'-methoxy-2-{3-[(2-methyl-6,7-dihydro-5H-cyclopenta[d]pyrimidin-4-yl)amino]-1H-indazol-6-yl}spiro[cyclopropane-1,3'-indol]-2'(1'H)-one COC=1C=C2[C@]3(C(NC2=CC1)=O)[C@@H](C3)C3=CC=C1C(=NNC1=C3)NC=3C1=C(N=C(N3)C)CCC1